C(C)(C)(C)C=1C=C(C=CC1)NC1=CC(=CC=C1)C(C)(C)C di(3-t-butylphenyl)amine